C(C)OC(C(CC(=C)O[N+]1=CC=CC=C1)C(=O)OCC)=O 1-((5-ethoxy-4-(ethoxycarbonyl)-5-oxopent-1-en-2-yl)oxy)pyridin-1-ium